bithiazole C1=CSC(=N1)C2=NC=CS2